N1CC12CCCCCC2 1-azaspiro[2.6]nonane